C(CCCC)(=S)NC1=CC=CC=C1 thiovaleranilide